FC1=C(C=C(C=C1)NC(=O)C1=C(C2=C(S1)C=C(C=C2)C(F)(F)F)NC(=O)C=2C=C(C(=O)OC(C)(C)C)C=CC2OC)C(F)(F)F Tert-butyl 3-((2-((4-fluoro-3-(trifluoromethyl)phenyl)carbamoyl)-6-(trifluoromethyl)benzo[b]thiophen-3-yl)carbamoyl)-4-methoxybenzoate